NC1=CC=C(C=C1)S(=O)(=O)NC1=NC=CC(=N1)C 4-amino-N-(4-methylpyrimidin-2-yl)benzenesulfonamide